3-Benzyl-6-chloro-2-((4-nitrophenyl)sulfonyl)isoquinolin-1(2H)-one C(C1=CC=CC=C1)C=1N(C(C2=CC=C(C=C2C1)Cl)=O)S(=O)(=O)C1=CC=C(C=C1)[N+](=O)[O-]